dihydroazulene C1CC2=CC=CC=CC2=C1